[(2R,3S,4R,5R)-5-[4-(3,3a,4,5,6,6a-hexa-hydro-1H-cyclopenta-[c]pyrrol-2-yl)-6-chloro-pyrazolo[3,4-d]-pyrimidin-1-yl]-3,4-dihydroxy-tetrahydro-furan-2-yl]methoxy-methylphosphonic acid C1N(CC2C1CCC2)C2=C1C(=NC(=N2)Cl)N(N=C1)[C@H]1[C@@H]([C@@H]([C@H](O1)COCP(O)(O)=O)O)O